7-chloro-1-isopropyl-2,3-dimethyl-quinolin-4-one ClC1=CC=C2C(C(=C(N(C2=C1)C(C)C)C)C)=O